[Cl-].ClC1=NC(=NC(=N1)NCCCCCCCCCCCC)N1C=[N+](C=C1)C 1-(4-chloro-6-(dodecylamino)-1,3,5-triazin-2-yl)-3-methyl-1H-imidazol-3-ium chloride